tert-butyl (2-methyl-1-((1s,4s)-4-sulfamoylcyclohexyl)propan-2-yl)carbamate CC(CC1CCC(CC1)S(N)(=O)=O)(C)NC(OC(C)(C)C)=O